3-[(tert-butoxycarbonyl)amino]-2-(5-methylpyridin-3-yl)propanoic acid C(C)(C)(C)OC(=O)NCC(C(=O)O)C=1C=NC=C(C1)C